NCC(CN1N=CN(C1=O)CC=1SC(=CC1C)C=1C=NC(=CC1)C(F)(F)F)=C(F)F 2-[2-(aminomethyl)-3,3-difluoro-allyl]-4-[[3-methyl-5-[6-(trifluoromethyl)-3-pyridyl]-2-thienyl]methyl]-1,2,4-triazol-3-one